tert-butyl ((1r,3r)-3-((4-fluoro-3-(trifluoromethyl)phenyl)thio)cyclobutyl)carbamate FC1=C(C=C(C=C1)SC1CC(C1)NC(OC(C)(C)C)=O)C(F)(F)F